S(=O)(=O)(O)O.COC(N)=N O-methyl-isourea hydrogen sulphate